tert-butyl (3R)-3-[[2-fluoro-4-(triazolo[4,5-b]pyridin-3-yl)benzoyl]-[2-[2-(methylcarbamoyl)thiazol-4-yl]thieno[3,2-c]pyridin-4-yl]amino]piperidine-1-carboxylate FC1=C(C(=O)N([C@H]2CN(CCC2)C(=O)OC(C)(C)C)C2=NC=CC3=C2C=C(S3)C=3N=C(SC3)C(NC)=O)C=CC(=C1)N1N=NC=3C1=NC=CC3